C(C)[N+](CCCCCCCC)(CCCCCCCC)CCCCCCCC N-ethyl-N,N,N-trioctylammonium